6-((6-chloro-2-cyclopropyl-1-(1-isopropyl-1H-pyrazol-4-yl)-1H-indol-3-yl)thio)picolinic acid ClC1=CC=C2C(=C(N(C2=C1)C=1C=NN(C1)C(C)C)C1CC1)SC1=CC=CC(=N1)C(=O)O